C1(=CC=CC=C1)[C@@H](CC=O)C |r| (+-)-3-PHENYLBUTANAL